C1CN(CC2CN3CCOC=4N=C5N=CC=CC5=C(C34)N12)C(=O)[O-] 1,2,4a,5,6,7-hexahydro-8-oxa-3,5a,9,10,13c-pentazanaphtho[3,2,1-de]anthracene-3(4H)-carboxylate